FC=1C=C(OC2=C(C=C(C=N2)CC2=NOC(=C2)C=2C(=NC=CC2)N)F)C=C(C1)F 3-(3-((6-(3,5-difluorophenoxy)-5-fluoropyridin-3-yl)methyl)isoxazol-5-yl)pyridin-2-amine